CN([C@@H](C)C(=O)O)C1=CC=CC=C1 2-N-Methylphenylalanine